(2S,3S,4R,5R)-5-(6-(benzylamino)-2-p-methylphenyl-9H-purin-9-yl)-3,4-dihydroxyl-N-methyltetrahydrofuran-2-carboxamide C(C1=CC=CC=C1)NC1=C2N=CN(C2=NC(=N1)C1=CC=C(C=C1)C)[C@H]1[C@@H]([C@@H]([C@H](O1)C(=O)NC)O)O